C(CCCCCCC)N1C2=CC(=CC=C2C=2C=CC(=CC12)B(O)O)B(O)O 9-octyl-carbazole-2,7-diboronic acid